N-(3-(3-chloro-2-(3-methoxy-4-((((1-methyl-5-oxopyrrolidin-2-yl)methyl)amino)methyl)phenyl)pyridin-4-yl)-2-methylphenyl)-5-((3-hydroxypyrrolidin-1-yl)methyl)picolinamide ClC=1C(=NC=CC1C=1C(=C(C=CC1)NC(C1=NC=C(C=C1)CN1CC(CC1)O)=O)C)C1=CC(=C(C=C1)CNCC1N(C(CC1)=O)C)OC